C1(=CC=CC=C1)C(C1=CC=CC=C1)=NC1=C(C=C(C=N1)N1C[C@@H](N(CC1)C(=O)OC(C)(C)C)C)C tert-butyl (S)-4-(6-((diphenylmethylene)amino)-5-methyl pyridin-3-yl)-2-methylpiperazine-1-carboxylate